FC=1C=C2C(=CNC2=CC1)CCN(C(C)C=C)C N-[2-(5-fluoro-1H-indol-3-yl)ethyl]-N-methylbut-3-en-2-amine